bis(2,2,3,3-tetrafluoro-n-propyl) Ether FC(COCC(C(F)F)(F)F)(C(F)F)F